tert-butyl N-[3-[2-(4-cyclopropyl-6-methoxy-pyrimidin-5-yl)-4-methylsulfanyl-pyrimidin-5-yl]allyl]carbamate C1(CC1)C1=NC=NC(=C1C1=NC=C(C(=N1)SC)C=CCNC(OC(C)(C)C)=O)OC